ClC=1C(=C(C=CC1)CN1CC[C@H](C1)F)F (2S,4R)-N-(3-chloro-2-fluorophenylmethyl)-4-fluoropyrrolidine